BrC1=CC=C(C(=N1)[C@H](C)OC=1C(=NC2=CC=C(C=C2C1)F)NC(OC(C)(C)C)=O)N1N=CC=C1 tert-butyl (3-{(1S)-1-[6-bromo-3-(1H-pyrazol-1-yl)pyridin-2-yl]ethoxy}-6-fluoroquinolin-2-yl)carbamate